OC(C)(C)C12CN(C(C1)C2)C2=CC(=NC(=N2)OC)N2N=CC1=CC=C(C=C21)[C@]2(CC21CC1)C#N |o1:27| (R or S)-1-(1-(6-(4-(2-hydroxypropan-2-yl)-2-azabicyclo[2.1.1]hexan-2-yl)-2-methoxypyrimidin-4-yl)-1H-indazol-6-yl)spiro[2.2]pentane-1-carbonitrile